C(CCC#C)O 4-pentyn-1-ol